Methyl 3-bromo-5-(3-chloro-4-methylphenoxy)benzoate BrC=1C=C(C(=O)OC)C=C(C1)OC1=CC(=C(C=C1)C)Cl